(4-bromo-2-chlorobenzyl)(triphenyl)phosphonium bromide [Br-].BrC1=CC(=C(C[P+](C2=CC=CC=C2)(C2=CC=CC=C2)C2=CC=CC=C2)C=C1)Cl